3-(5-methoxypyridin-3-yl)propynoic acid COC=1C=C(C=NC1)C#CC(=O)O